methyl 5-(2-(tetrahydro-2H-pyran-2-yloxy)ethoxy)-4-(trifluoromethyl)picolinate O1C(CCCC1)OCCOC=1C(=CC(=NC1)C(=O)OC)C(F)(F)F